ClC1=CC=C(C(=N1)C)C(=O)N1CCC(CC1)=O 1-(6-chloro-2-methyl-pyridine-3-carbonyl)piperidin-4-one